2-Ethyl-4-methyl-1H-imidazole-1-propiononitrile C(C)C=1N(C=C(N1)C)CCC#N